(R)-(+)-trans-4-(1-Aminoethyl)-N-(4-pyridyl)cyclohexanecarboxamide, dihydrochloride Cl.Cl.N[C@H](C)[C@@H]1CC[C@H](CC1)C(=O)NC1=CC=NC=C1